N-AMINO-D-PROLINE NN1[C@H](CCC1)C(=O)O